4-(imidazo[1,2-a]pyridin-7-yloxymethyl)-2-oxabicyclo[2.1.1]hexan N=1C=CN2C1C=C(C=C2)OCC21COC(C2)C1